FC=1C=C(C=C(C1)F)[C@@H]1CCC2=NN(C(N21)=O)C2CC(C2)C2=CC=NC=1N2N=CC1F (S)-5-(3,5-difluorophenyl)-2-((1R,3S)-3-(3-fluoropyrazolo[1,5-a]pyrimidin-7-yl)cyclobutyl)-2,5,6,7-tetrahydro-3H-pyrrolo[2,1-c][1,2,4]triazol-3-one